2-((1,3,7-trimethyl-2,6-dioxo-2,3,6,7-tetrahydro-1H-purin-8-ylsulfonyl)methyl)benzonitrile CN1C(N(C=2N=C(N(C2C1=O)C)S(=O)(=O)CC1=C(C#N)C=CC=C1)C)=O